4-(2-(3-(3-bromophenyl)-1H-pyrazol-1-yl)-6-((4-(methylsulfonyl)piperazin-1-yl)methyl)thieno[3,2-d]pyrimidin-4-yl)morpholine BrC=1C=C(C=CC1)C1=NN(C=C1)C=1N=C(C2=C(N1)C=C(S2)CN2CCN(CC2)S(=O)(=O)C)N2CCOCC2